ClC=1C=C(C=C2C(=C(C=NC12)C#N)NCC(C)(C)C)N[C@@H](C1=C2CNCC2=CC=C1)C=1N=NN(C1)C1(CC1)C(F)F (S)-8-chloro-6-(((1-(1-(difluoromethyl)cyclopropyl)-1H-1,2,3-triazol-4-yl)(isoindolin-4-yl)methyl)amino)-4-(neopentylamino)quinoline-3-carbonitrile